(Ra)-8-chloro-5-(2-ethylpyridin-3-yl)-7-(trifluoromethyl)imidazo[1,2-a]Quinoxaline-4(5H)-on ClC1=C(C=C2N(C(C=3N(C2=C1)C=CN3)=O)C=3C(=NC=CC3)CC)C(F)(F)F